C(C)C1C(C=C2C(=C1)C1(CC(OC3=CC(=CC=C13)OCCO)=O)C(O2)=O)(OCCO)CC 5,6-Diethyl-6,7'-bis(2-hydroxyethoxy)spiro[benzofuran-3,4'-chromane]-2,2'-dione